2,2-difluorocyclopentane-1-amine HCl Cl.FC1(C(CCC1)N)F